S1C2=C(C=C1)C(=CC=C2)N2CCN(CC2)CCCCOC2=CC=C1C=CC(N(C1=C2)C(CCCCCCCCCCCCCCCCCCCCC)=O)=O 7-(4-(4-(benzo[b]thiophen-4-yl)piperazin-1-yl)butoxy)-1-docosanoylquinolin-2(1H)-one